[3-(3-pyridyl)acryloyl]guanidine N1=CC(=CC=C1)C=CC(=O)NC(=N)N